2-(2,3-dihydrobenzo[b][1,4]dioxin-2-yl-7-d)-4,5-dihydro-1H-imidazole-4,4,5,5-d4 O1C2=C(OCC1C=1NC(C(N1)([2H])[2H])([2H])[2H])C=CC(=C2)[2H]